6-(1-((1,5-dimethyl-1H-pyrazol-4-yl)sulfonyl)piperidin-4-yl)-5-methyl-[1,2,4]triazolo[1,5-a]pyrimidine CN1N=CC(=C1C)S(=O)(=O)N1CCC(CC1)C=1C(=NC=2N(C1)N=CN2)C